estrenedione C[C@]12CC[C@@H]3[C@H]4CCCCC4CC[C@H]3C1=CC(=O)C2=O